N-(4-(methylsulfonamido)phenyl)-2-(piperidin-1-yl)benzenesulfonamide CS(=O)(=O)NC1=CC=C(C=C1)NS(=O)(=O)C1=C(C=CC=C1)N1CCCCC1